ClC=1C=CC(=C(C1)C=1N=CN(C(C1)=O)[C@H]1CCC[C@H](C(NC=2C=NN(C2C=2C=CN=C1C2)C)=O)C)C2=CC=C1C=CN=CC1=C2 (9R,13S)-13-{4-[5-chloro-2-(isoquinolin-7-yl)phenyl]-6-oxo-1,6-dihydropyrimidin-1-yl}-3,9-dimethyl-3,4,7,15-tetraazatricyclo[12.3.1.02,6]Octadec-1(18),2(6),4,14,16-pentaen-8-one